[N+](=[N-])=CC(CC[C@H](N)C(=O)O)=O L-6-diazo-5-oxo-L-norleucine